FC=1C=C(CC=2C=C3C(=NNC3=CC2)NC(C2=C(C=C(C=C2)N2CCN(CC2)C(CNC2=C3C(N(C(C3=CC=C2)=O)C2C(NC(CC2)=O)=O)=O)=O)NC2CCOCC2)=O)C=C(C1)F N-(5-(3,5-Difluorobenzyl)-1H-indazol-3-yl)-4-(4-((2-(2,6-dioxopiperidin-3-yl)-1,3-dioxoisoindolin-4-yl)glycyl)piperazin-1-yl)-2-((tetrahydro-2H-pyran-4-yl)amino)benzamide